2-((3,3-difluoro-2-oxopiperidin-1-yl)methyl)-4-methylquinuclidin-3-one FC1(C(N(CCC1)CC1N2CCC(C1=O)(CC2)C)=O)F